(1H-pyrazol-4-yl)quinolin-4-amine N1N=CC(=C1)C1=NC2=CC=CC=C2C(=C1)N